2-(2,6-dimethylphenyl)-1-(4-(2-(ethylamino)ethyl)benzyl)-3-fluoro-1H-indol-5-ol CC1=C(C(=CC=C1)C)C=1N(C2=CC=C(C=C2C1F)O)CC1=CC=C(C=C1)CCNCC